BrC1=CC=CC=2N(C=NC21)COCC[Si](C)(C)C 2-[(4-bromobenzimidazol-1-yl)methoxy]ethyl-trimethyl-silane